C1(CCCCC1)C1(CC1)OC(CC(C(=O)O)=C)=O 4-(1-cyclohexylcyclopropoxy)-2-methylene-4-oxobutanoic acid